C(=O)C(=O)C=O formylketone